C(C)OC(\C=C\C=1OCCCN1)=O (E)-3-(5,6-Dihydro-4H-[1,3]oxazin-2-yl)-acrylic acid ethyl ester